tert-butyl 4-(5-bromothiophen-2-yl)piperidine-1-carboxylate BrC1=CC=C(S1)C1CCN(CC1)C(=O)OC(C)(C)C